(4-fluoro-2-(2-isopropyl-1H-imidazol-1-yl)phenoxy)pyrimidin-4-ol FC1=CC(=C(OC2=NC=CC(=N2)O)C=C1)N1C(=NC=C1)C(C)C